tert-butyl 6,6-difluoro-3-{[8-(6-methoxypyridazin-4-yl)-6H-isochromeno[3,4-b]pyridin-3-yl]oxy}-8-azabicyclo[3.2.1]octane-8-carboxylate FC1(C2CC(CC(C1)N2C(=O)OC(C)(C)C)OC2=CC=C1C(=N2)OCC=2C=C(C=CC21)C2=CN=NC(=C2)OC)F